2,6-di-tert-butyl-p-toluol C(C)(C)(C)C1=C(C(=CC(=C1)O)C(C)(C)C)C